1-(2-chlorophenoxy)-N-(trans-3-ethyl-1-methylpiperidin-4-yl)cyclopropane-1-carboxamide ClC1=C(OC2(CC2)C(=O)N[C@H]2[C@@H](CN(CC2)C)CC)C=CC=C1